2-hexyloxy-6-hydroxymethyl-tetrahydro-pyran-3,4,5-triol C(CCCCC)OC1OC(C(C(C1O)O)O)CO